NC=1N=C(N(C(C1I)=C=O)C)N1CCC2([C@@H]([C@@H](OC2)C)N[S@](=O)C(C)(C)C)CC1 (R)-N-((3S,4S)-8-(4-amino-5-iodo-1-methyl-6-carbonyl-1,6-dihydropyrimidin-2-yl)-3-methyl-2-oxa-8-azaspiro[4.5]decan-4-yl)-2-methylpropane-2-sulfinamide